N7-(trans-3-fluoro-3-methyl-cyclobutyl)-2-(methoxymethyl)pyrazolo[1,5-a]pyrimidine-3,7-dicarboxamide FC1(CC(C1)NC(=O)C1=CC=NC=2N1N=C(C2C(=O)N)COC)C